4-(((2-chloro-5,5-dioxo-7,8-dihydro-6H-thiopyrano[3,2-d]pyrimidin-4-yl)amino)-2-fluorophenyl)cyclobutane-1-carboxylic acid methyl ester COC(=O)C1CCC1C1=C(C(=CC=C1)NC=1C2=C(N=C(N1)Cl)CCCS2(=O)=O)F